BrC1=C(C=C(C=C1)OC)C1(CC1)OCC(=O)N1CC2CCC(C1)N2C2=NC=C(C#N)C=C2 6-(3-(2-(1-(2-bromo-5-methoxyphenyl)cyclopropoxy)acetyl)-3,8-diazabicyclo[3.2.1]octan-8-yl)nicotinonitrile